{1-[1-(2,6-Dioxopiperidin-3-yl)-3-methyl-2-oxo-1,3-benzodiazol-5-yl]piperidin-4-yl}-N-methyl-carbamic acid tert-butyl ester C(C)(C)(C)OC(N(C)C1CCN(CC1)C1=CC2=C(N(C(N2C)=O)C2C(NC(CC2)=O)=O)C=C1)=O